(4-hydroxyphenyl)-(2,3,4-trihydroxyphenyl)methanone OC1=CC=C(C=C1)C(=O)C1=C(C(=C(C=C1)O)O)O